1,10-dilithiodecane [Li]CCCCCCCCCC[Li]